tert-butyl (3-methyl-5-(2-(5-methyl-2-(2-methylbenzo[d]thiazol-5-yl)piperidin-1-yl)-2-oxoacetamido)pyridin-2-yl)carbamate CC=1C(=NC=C(C1)NC(C(=O)N1C(CCC(C1)C)C=1C=CC2=C(N=C(S2)C)C1)=O)NC(OC(C)(C)C)=O